C(CCCCCCCCCCC)(=O)OCCCC(CN(CC(CCCCCOC(=O)C(CCCCCCCC)CCCCCCCC)O)CCCCNC(=O)OC(C)(C)C)O 5-{[4-(tert-butoxycarbonylamino)butyl][2-hydroxy-7-(1-octylnonylcarbonyloxy) heptyl]amino}-4-hydroxypentyl dodecanoate